2-benzyl-2-azaspiro[3.3]heptan-6-yl (2R,6S)-4-[4-amino-5-(trifluoromethyl)pyrimidin-2-yl]-2,6-dimethylpiperazine-1-carboxylate NC1=NC(=NC=C1C(F)(F)F)N1C[C@H](N([C@H](C1)C)C(=O)OC1CC2(CN(C2)CC2=CC=CC=C2)C1)C